2-bromo-1-(4-((5-chlorothiophene-2-yl)sulfonyl)piperazin-1-yl)ethan-1-one BrCC(=O)N1CCN(CC1)S(=O)(=O)C=1SC(=CC1)Cl